C1(CC1)N1C=C(C2=CC=CC=C12)C1=NC(=NC=C1C=1SC=CC1)NC=1C(=CC(=C(C1)NC(C=C)=O)N1C[C@@H]2CN(C[C@@H]2C1)C)OC N-(5-((4-(1-Cyclopropyl-1H-indol-3-yl)-5-(thiophen-2-yl)pyrimidin-2-yl)amino)-4-methoxy-2-((3aR,6aS)-5-methylhexahydropyrrolo[3,4-c]pyrrol-2(1H)-yl)phenyl)acrylamide